C(CCCCCCCCCCC)(=O)N[C@@H](CC1=CC=CC=C1)C(=O)O dodecanoyl-L-phenylalanine